3-((3-((2R)-2-(4-chlorophenyl)-1-fluoro-2-hydroxyethyl)-1,2,4-oxadiazol-5-yl)methyl)-1,5-dimethylpyrimidine-2,4(1H,3H)-dione ClC1=CC=C(C=C1)[C@H](C(F)C1=NOC(=N1)CN1C(N(C=C(C1=O)C)C)=O)O